Cl.CC1CN(C=2C=CC3=C(C12)C=CC=C3C3=CC=CC=C3)C(N)=N 1-Methyl-6-phenyl-1,2-dihydro-3H-benzo[e]indole-3-carboximidamide hydrochloride